C(C1=CC=CC=C1)N1C=C(C2=NC=C(C=C21)C=2C(=NOC2C)C)[N+](=O)[O-] 4-(1-benzyl-3-nitro-1H-pyrrolo[3,2-b]pyridin-6-yl)-3,5-dimethylisoxazole